3-amino-N-{4-[(3S)-3-aminopiperidin-1-yl]-(7R)-7-hydroxy-6,7-dihydro-5H-cyclopenta[b]pyridin-3-yl}-6-(2,6-difluorophenyl)-5-fluoropyridine-2-carboxamide NC=1C(=NC(=C(C1)F)C1=C(C=CC=C1F)F)C(=O)NC=1C(=C2C(=NC1)[C@@H](CC2)O)N2C[C@H](CCC2)N